O1N=C(C=C1)NS(=O)(=O)C=1C=C2C=CC(N(C2=CC1)C1=C(C=C(C(=C1)C)[C@@H]1C[C@H](C1)C(F)(F)F)OC)=O trans-(P)-N-(isoxazol-3-yl)-(2-methoxy-5-methyl-4-(3-(trifluoromethyl)cyclobutyl)phenyl)-2-oxo-1,2-dihydroquinoline-6-sulfonamide